amphetamine formate (amphetamineformate) N(C(C)CC1=CC=CC=C1)C(=O)O.C(=O)O.NC(C)CC1=CC=CC=C1